3-(propan-2-yl)piperazine-1-carboxylate CC(C)C1CN(CCN1)C(=O)[O-]